FC(C(C(C(C(C(C(C(F)(F)F)(F)F)(F)F)(F)F)(F)F)(F)F)(F)F)(F)P([O-])(=O)C(C(C(C(C(C(C(C(F)(F)F)(F)F)(F)F)(F)F)(F)F)(F)F)(F)F)(F)F.[Na+] Sodium bis(perfluorooctyl)phosphinate